bis(diethylaminomethyl)methoxymethyl-amine C(C)N(CC)CN(COC)CN(CC)CC